C(C1=CC=CC=C1)OCC1CCN(CCO1)C(=O)OC(C)(C)C tert-Butyl 7-(benzyloxymethyl)-1,4-oxazepane-4-carboxylate